ClC1=C(C=C(C=C1)C1=CC(=C(C(=C1)C)C#N)C)CC(C(=O)NC1=CC=C(C=C1)C1=NN=CN1C)NC(=O)C=1N(N=CC1)C N-[1-[[2-chloro-5-(4-cyano-3,5-dimethyl-phenyl)phenyl]methyl]-2-[4-(4-methyl-1,2,4-triazol-3-yl)anilino]-2-oxo-ethyl]-2-methyl-pyrazole-3-carboxamide